C(C1=CC=CC=C1)(=O)ON=C(CCCCCC)C(C1=CC=C(C=C1)C1=CC=CC=C1)=S [1-(4-phenylthiobenzoyl) heptylideneamino] benzoate